NC1=C2N=CN(C2=NC=N1)[C@@H]1O[C@@H]2COP(O[C@H]3[C@@H](O[C@H](COP(O[C@@H]1[C@@H]2O)(S)=O)[C@H]3O)N3C2=NC=NC(=C2N=C3)N)(S)=O (1R,6R,8R,9R,14R,16R,17R,18R)-8,16-bis(6-amino-9H-purin-9-yl)-3,11-disulfanyl-2,4,7,10,12,15-hexaoxa-3,11-diphosphatricyclo[12.2.1.16,9]octadecane-17,18-diol 3,11-dioxide